BrC=1C(=C(C=NC1)C(=O)O)C 5-bromo-4-methyl-pyridine-3-carboxylic acid